N1[C@@H](CCC1)C(=O)O.C(C)N1CN(C=C1)C 1-ethyl-3-methylimidazole L-proline salt